methyl-(4-benzoylbenzoyl)glycine CN(CC(=O)O)C(C1=CC=C(C=C1)C(C1=CC=CC=C1)=O)=O